C(C)(C)(C)OC(=O)N1C[C@H](CC1)[C@@H](C(=O)OC(C)(C)C)CC1=CC(=CC=C1)CO (R)-3-((S)-1-(tert-butoxy)-3-(3-(hydroxymethyl)phenyl)-1-oxopropan-2-yl)pyrrolidine-1-carboxylic acid tert-butyl ester